CC=1C=CN2C(=NN=C(C21)C2=C(C=C(C=C2)C(F)(F)F)O)N[C@H]2CN(CCC2)C (R)-2-(8-Methyl-4-((1-methylpiperidin-3-yl)amino)pyrrolo[1,2-d][1,2,4]triazin-1-yl)-5-(trifluoromethyl)phenol